ClC=1C2=CN(N=C2C=CC1C1=CNC=2N=C(N(C(C21)=O)C)N2[C@@H]1[C@@H]([C@@H](C[C@H]2CC1)NC(OCC1=CC=CC=C1)=O)F)C |r| rac-benzyl ((1S,2R,3R,5R)-8-(5-(4-chloro-2-methyl-2H-indazol-5-yl)-3-methyl-4-oxo-4,7-dihydro-3H-pyrrolo[2,3-d]pyrimidin-2-yl)-2-fluoro-8-azabicyclo[3.2.1]octan-3-yl)carbamate